C(#N)C=1C=2CCCC2C(=C2CCCC12)NC(=O)N=[S@@](=O)(N)C=1SC=C(C1)C(C)(C)O (S)-N'-(8-cyano-1,2,3,5,6,7-hexahydro-s-indacen-4-ylcarbamoyl)-4-(2-hydroxypropan-2-yl)thiophene-2-sulfonimidamide